5-chloro-N4-cyclopropyl-N2-(2-methoxy-4-((4-morpholinopiperidin-1-yl)sulfonyl)phenyl)-7H-pyrrolo[2,3-d]pyrimidine-2,4-diamine ClC1=CNC=2N=C(N=C(C21)NC2CC2)NC2=C(C=C(C=C2)S(=O)(=O)N2CCC(CC2)N2CCOCC2)OC